(R)-1-(2-chloropyridin-3-yl)ethyl (4-(5-(1-cyano-3-fluorocyclobutane-1-carboxamido)pyridin-2-yl)-1-methyl-1H-1,2,3-triazol-5-yl)carbamate C(#N)C1(CC(C1)F)C(=O)NC=1C=CC(=NC1)C=1N=NN(C1NC(O[C@H](C)C=1C(=NC=CC1)Cl)=O)C